(S)-β-amino-4-(2-thienyl)-butyric acid N[C@@H](CC(=O)O)CC=1SC=CC1